ClC=1C=CC(=C2C=C(NC12)C(=O)N1[C@H]2CC([C@@H]([C@H]1C(=O)N[C@H](C[C@@H]1C(NCCC1)=O)C#N)CC2)(F)F)F (1R,3S,4R)-2-(7-chloro-4-fluoro-1H-indole-2-carbonyl)-N-[(1R)-1-cyano-2-[(3R)-2-oxo-3-piperidyl]ethyl]-5,5-difluoro-2-azabicyclo[2.2.2]octane-3-carboxamide